Cl.FC1=CC(=CC2=C1N=C(S2)C2CCNCC2)C2=CC=C1C(=N2)C=NN1 5-[4-fluoro-2-(piperidin-4-yl)-1,3-benzothiazol-6-yl]-1H-pyrazolo[4,3-b]pyridine hydrochloride